Cl.Cl.NCC1=CC=CC(=N1)CCC(=O)NC1CCC(CC1)(F)F ((6-(aminomethyl)pyridin-2-yl)methyl)-N-(4,4-difluorocyclohexyl)acetamide dihydrochloride